Methyl (E)-3-(2,3-dihydrobenzo[b][1,4]dioxin-6-yl)acrylate O1C2=C(OCC1)C=C(C=C2)/C=C/C(=O)OC